C1(CC1)C1=NN(C(=C1C(F)(F)F)C(=O)NC1=CC(=C(C=C1)F)SC)CC1(CC(C1)(F)F)C 3-cyclopropyl-1-((3,3-difluoro-1-methylcyclobutyl)methyl)-N-(4-fluoro-3-(methylthio)phenyl)-4-(trifluoromethyl)-1H-pyrazole-5-carboxamide